3-chlorophenylmagnesium bromide ClC=1C=C(C=CC1)[Mg]Br